decyltetradecyl-4-hydroxyhydrocinnamate C(CCCCCCCCC)C(C(=O)[O-])(CC1=CC=C(C=C1)O)CCCCCCCCCCCCCC